CC(CCN1N=CC=C1C)(C)C N-(3,3-dimethylbutyl)-5-methylpyrazole